(4-chlorophenyl)(2-(trifluoromethyl)pyrimidin-4-yl)methanamine hydrochloride Cl.ClC1=CC=C(C=C1)C(N)C1=NC(=NC=C1)C(F)(F)F